3-(2-bromoacetamido)-N,4-dimethylthiophene-2-carboxamide BrCC(=O)NC1=C(SC=C1C)C(=O)NC